7-(5-bromo-3-fluoro-2-pyridinyl)-2,7-diazaspiro[3.5]nonane-2-carboxylic acid tert-butyl ester C(C)(C)(C)OC(=O)N1CC2(C1)CCN(CC2)C2=NC=C(C=C2F)Br